(R)-1-(4-((R or S)-2,6-dioxopiperidin-3-yl)-3,5-difluorophenyl)pyrrolidine-3-carboxylic acid tert-butyl ester C(C)(C)(C)OC(=O)[C@H]1CN(CC1)C1=CC(=C(C(=C1)F)[C@@H]1C(NC(CC1)=O)=O)F |o1:19|